C(C)(C)(C)OC(=O)N(C1=NC=CC2=CC(=CC=C12)NC(=O)C1=C(C=C(C(=C1)C=1SC=CC1)OC)C=1C(=CC=2C3=C(COC2C1)C(=C(S3)C)C)C(=O)OC)C(=O)OC(C)(C)C methyl 7-(2-((1-(bis(tert-butoxycarbonyl)amino)isoquinolin-6-yl)carbamoyl)-5-methoxy-4-(thiophen-2-yl)phenyl)-2,3-dimethyl-4H-thieno[3,2-c]chromene-8-carboxylate